4-[3-(4-{2-[(2,3-dihydro-1H-inden-2-yl)amino]pyrimidin-5-yl}piperazin-1-yl)-3-oxopropyl]piperazine-1-sulfonamide C1C(CC2=CC=CC=C12)NC1=NC=C(C=N1)N1CCN(CC1)C(CCN1CCN(CC1)S(=O)(=O)N)=O